C/C(=C\CC/C=C(/CC/C=C(/CCC1OC1(C)C)\C)\C)/CC/C=C(/CCC2OC2(C)C)\C dioxidosqualene